3-chloro-6-(3-ethyl-5-methylpiperazin-1-yl)pyridazine ClC=1N=NC(=CC1)N1CC(NC(C1)C)CC